1,1,1,3,3,3-Hexafluoropropan-2-yl (S)-1-(thiazol-5-ylcarbamoyl)-6-azaspiro[2.5]octan-6-carboxylat S1C=NC=C1NC(=O)[C@H]1CC12CCN(CC2)C(=O)OC(C(F)(F)F)C(F)(F)F